C(C)C=1C=CC=C2C=CC=C(C12)C1=C(C=2N=C(N=C(C2C=N1)N1CC2CC(C(C1)C2)O)OCC21CCCN1CCC2)F 3-(7-(8-ethylnaphthalen-1-yl)-8-fluoro-2-((hexahydro-1H-pyrrolizin-7a-yl)methoxy)pyrido[4,3-d]pyrimidin-4-yl)-3-azabicyclo[3.2.1]octan-6-ol